N1[C@H](CCC2=CC=CC=C12)C(=O)OCCC (R)-Propyl 1,2,3,4-tetrahydroquinoline-2-carboxylate